F[B-](F)(F)F.CC1([N+](=CC(C1)(C1=CC=CC=C1)C)C1=C(C=CC=C1)C(C)(C)CC)C 2,2,4-trimethyl-1-(2-(tert-pentyl)phenyl)-4-phenyl-3,4-dihydro-2H-pyrrol-1-ium tetrafluoroborate